2-(4-((5-cyclopropyl-3-(2,6-dichlorophenyl)isoxazol-4-yl)methoxy)piperidin-1-yl)pyrimidine-5-carbonitrile C1(CC1)C1=C(C(=NO1)C1=C(C=CC=C1Cl)Cl)COC1CCN(CC1)C1=NC=C(C=N1)C#N